FC1=C2C(=C(N=C1)C=C(C)C)N(C(=C2)C=O)COCC[Si](C)(C)C 4-fluoro-7-(2-methylprop-1-enyl)-1-(2-trimethylsilylethoxymethyl)pyrrolo[2,3-c]pyridine-2-carbaldehyde